C1(=CC=CC=C1)C#CC1=COC=2C1=NC=C(C2)C2=CC=C(C=C2)N2CCN(CC2)C(=O)OC(C)(C)C tert-butyl 4-(4-(3-(phenylethynyl)furo[3,2-b]pyridin-6-yl)phenyl)piperazine-1-carboxylate